2-octenoic acid, methyl ester C(C=CCCCCC)(=O)OC